BrC1=NC2=CN=CC=C2C=C1 2-bromo-1,7-naphthyridine